3-methyl-5-(N-(2-methylphenylethyl)sulfamoyl)benzofuran-2-carboxylic acid ethyl ester C(C)OC(=O)C=1OC2=C(C1C)C=C(C=C2)S(NCCC2=C(C=CC=C2)C)(=O)=O